bromo-2'-chloro-4,6'-difluoro-[1,1'-biphenyl] BrC1=C(C=CC(=C1)F)C1=C(C=CC=C1F)Cl